Methyl 2-(chloromethyl)-1-((1-(cyanomethyl)cyclopropyl)methyl)-1H-benzo[d]imidazole-6-carboxylate ClCC1=NC2=C(N1CC1(CC1)CC#N)C=C(C=C2)C(=O)OC